N1C(=NC=C1)N(C1CCC(CC1)=O)C=1NC=CN1 4-(bisimidazolylamino)cyclohexanone